CC1=C(C(=CC=C1)C)C1=NC(=NC(=C1)OC[C@@H](CC(C)C)NCC=1C=NC(=CC1)C(=O)OC)NS(=O)(=O)C=1C=C(C(=O)O)C=CC1 3-[[4-(2,6-dimethylphenyl)-6-[(2R)-2-[(6-methoxycarbonyl-3-pyridyl)methylamino]-4-methyl-pentoxy]pyrimidin-2-yl]sulfamoyl]benzoic acid